ClC1=C2N=C(C=NC2=CC=C1C1=NNC2=NC(=C(N=C21)C)N2CCC1([C@@H](COC1)N)CC2)N(C)C (4S)-8-{3-[5-chloro-3-(dimethylamino)quinoxalin-6-yl]-5-methyl-1H-pyrazolo[3,4-b]pyrazin-6-yl}-2-oxa-8-azaspiro[4.5]decan-4-amine